O=C1N(C2=NC=CC=C2C=C1)C1CC2(C1)CCC2 oxo-N-(spiro[3.3]heptan-2-yl)-1,2-dihydro-1,8-naphthyridine